3-(2-(tert-butyl)-6-(trifluoromethyl)pyridin-4-yl)-1H-1,2,4-triazole C(C)(C)(C)C1=NC(=CC(=C1)C1=NNC=N1)C(F)(F)F